2,2-dihydroxymethylpropanoic acid rubidium [Rb].OCC(C(=O)O)(C)CO